NCCCCCNC(CCCC[C@@H]1SC[C@@H]2NC(N[C@@H]21)=O)=O N-(5-aminopentyl)-5-((3aS,4S,6aR)-2-oxohexahydro-1H-thieno[3,4-d]imidazol-4-yl)pentanamide